((ethylthio)carbonyl-thio)pentanoic acid C(C)SC(=O)SC(C(=O)O)CCC